6-(2-morpholin-4-yl-ethoxy)-2-thieno[3,2-c]pyridin-6-yl-3H-quinazolin-4-one hydrochloride Cl.N1(CCOCC1)CCOC=1C=C2C(NC(=NC2=CC1)C1=CC2=C(C=N1)C=CS2)=O